6-chloro-1-cyclohexyl-1-oxo-isothiazolo[4,5-b]pyridin-3-one ClC=1C=C2C(=NC1)C(NS2(=O)C2CCCCC2)=O